tert-butyl 3-(6-(1-(difluoromethyl)-1H-pyrazol-4-yl)-7-tosyl-7H-pyrrolo[2,3-d]pyrimidin-4-yl)-3,8-diazabicyclo[3.2.1]octane-8-carboxylate FC(N1N=CC(=C1)C1=CC2=C(N=CN=C2N2CC3CCC(C2)N3C(=O)OC(C)(C)C)N1S(=O)(=O)C1=CC=C(C)C=C1)F